dimethyl difuranate O1C(=CC=C1)C(=O)OC.O1C(=CC=C1)C(=O)OC